1-methyl-6,7-dihydro-5H-cyclopenta[b]pyridine-1-ium hydroxide [OH-].C[N+]1=C2C(=CC=C1)CCC2